(4,6-Dichloro-5-fluoro-pyrrolo[2,3-b]pyridin-1-yl)-triisopropyl-silane ClC1=C2C(=NC(=C1F)Cl)N(C=C2)[Si](C(C)C)(C(C)C)C(C)C